N-(3-(4'-(2-oxaspiro[3.5]nonan-7-yloxy)-4,5,5',6'-tetrahydro-2H-spiro[furan-3,8'-pyrano[3,4-b]pyridin]-2'-yl)-1-methyl-1H-pyrrolo[2,3-c]pyridin-5-yl)acetamide C1OCC12CCC(CC2)OC2=C1C(=NC(=C2)C2=CN(C3=CN=C(C=C32)NC(C)=O)C)C3(OCC1)COCC3